NC1=NC(=CC(=N1)N1CCC2(C[C@H](NC2)C(=O)OCC)CC1)O[C@@H](C(F)(F)F)C1=CC=C(C=C1)C=1C=C2C=CC(=NC2=CC1)SC (S)-ethyl 8-(2-amino-6-((R)-2,2,2-trifluoro-1-(4-(2-(methylthio)quinolin-6-yl)phenyl)ethoxy)pyrimidin-4-yl)-2,8-diazaspiro[4.5]decane-3-carboxylate